C(C=C)(=O)N1CC2N(C3=C(C=NC4=C(C(=NC=C34)C3=C(C(=CC=C3)Cl)C(F)(F)F)F)N(C2=O)C)CC1CC#N 2-(10-propenoyl-3-(3-chloro-2-(trifluoromethyl)phenyl)-4-fluoro-7-methyl-8-oxo-8,8a,9,10,11,12-hexahydro-7H-pyrazino[1',2':4,5]pyrazino[2,3-c][1,6]naphthyridin-11-yl)acetonitrile